Br\C=C(/C)\F (E)-1-bromo-2-fluoropropene